SILIREN [SiH2]1C=C1